The molecule is a sulfonamide that is benzenesulfonamide which is substituted at positions 2, 4, and 5 by chlorine, (2-thienylmethyl)amino and 1H-tetrazol-5-yl groups, respectively. It is a diuretic that has been used in the management of oedema and hypertension. It has a role as a loop diuretic. It is a member of tetrazoles, a member of monochlorobenzenes, a sulfonamide and a member of thiophenes. C1=CSC(=C1)CNC2=CC(=C(C=C2C3=NNN=N3)S(=O)(=O)N)Cl